C(C1=CC=CC=C1)(=O)N1CCC2(CN3N(C(CC3)C3=CC(=CC(=C3)F)F)C2=O)CC1 1-benzoyl-7'-(3,5-difluorophenyl)dihydro-1'H,3'H,5'H-spiro[piperidine-4,2'-pyrazolo[1,2-a]pyrazol]-1'-one